tripotassium citrate monohydrate O.C(CC(O)(C(=O)[O-])CC(=O)[O-])(=O)[O-].[K+].[K+].[K+]